O=CCCC1C2(OCCO2)CCCC1 6-(3-Oxopropyl)-1,4-dioxaspiro(4.5)decane